6-thioguanosine-5'-O-diphosphate P(O)(=O)(OP(=O)(O)O)OC[C@@H]1[C@H]([C@H]([C@@H](O1)N1C=NC=2C(=S)NC(N)=NC12)O)O